NC1CC(C1)N(C(OC(C)(C)C)=O)C tert-butyl (3-aminocyclobutyl)(methyl)carbamate